BrC=1C=C2C(=NC1)NC=C2CC#N 2-(5-bromo-1H-pyrrolo[2,3-b]pyridin-3-yl)acetonitrile